C(C1=CC=CC=C1)(=O)C=1C=CC(=C2C(N(C(NC12)=O)O)=O)Cl 8-benzoyl-5-chloro-3-hydroxyquinazoline-2,4(1H,3H)-dione